4-[4-cyano-3-hydroxy-6-(2-methyl-5-trifluoromethyl-phenyl)-pyridin-2-yl]-4-oxo-butyric acid ethyl ester C(C)OC(CCC(=O)C1=NC(=CC(=C1O)C#N)C1=C(C=CC(=C1)C(F)(F)F)C)=O